tert-Butyl 2-((1-(ethoxycarbonyl)cyclobutyl)methyl)-3-thioxohexahydroimidazo[1,5-a]pyrazine-7(1H)-carboxylate C(C)OC(=O)C1(CCC1)CN1C(N2C(CN(CC2)C(=O)OC(C)(C)C)C1)=S